BrC1=CC(=CC=2CCOC21)COC2=CC(=CC=C2)F 7-Bromo-5-((3-fluorophenoxy)-methyl)-2,3-dihydrobenzofuran